FC1(CCC(CC1)[C@H](C=1OC2=C(N1)C=C(C=C2F)[C@H](COC)N2C(N[C@@H](C2)C(F)(F)F)=O)NC(OCC2=CC=CC=C2)=O)F benzyl ((R)-(4,4-difluorocyclohexyl)(7-fluoro-5-((R)-2-methoxy-1-((S)-2-oxo-4-(trifluoromethyl)imidazolidin-1-yl)ethyl)benzo[d]oxazol-2-yl)methyl)carbamate